(R)-6-(4-fluorophenyl)-N-(1-(2-(trifluoromethyl)pyrimidin-5-yl)ethyl)-8-(1,3,5-trimethyl-1H-pyrazol-4-yl)quinazolin-4-amine FC1=CC=C(C=C1)C=1C=C2C(=NC=NC2=C(C1)C=1C(=NN(C1C)C)C)N[C@H](C)C=1C=NC(=NC1)C(F)(F)F